4-[5-chloro-2-(4-chloro-1H-1,2,3-triazol-1-yl)phenyl]-2,5-dimethoxy-pyridine ClC=1C=CC(=C(C1)C1=CC(=NC=C1OC)OC)N1N=NC(=C1)Cl